F[C@@H]1[C@@H]([C@H]2CN([C@@H]1C2)C)OC2=CC=C(N=N2)C2=C(C=C(C=C2)C2=CC(=NC=C2)OC([2H])([2H])[2H])O 2-(6-(((1R,4R,5R,6S)-6-fluoro-2-methyl-2-azabicyclo[2.2.1]heptan-5-yl)oxy)pyridazin-3-yl)-5-(2-(methoxy-d3)pyridin-4-yl)phenol